(R)-5-((4-chloro-5-((4''-(2,2-diethoxyethoxy)-2,2'-dimethyl-[1,1':3',1''-terphenyl]-3-yl)methoxy)-2-((3-hydroxypyrrolidin-1-yl)methyl)phenoxy)methyl)nicotinonitrile ClC1=CC(=C(OCC=2C=NC=C(C#N)C2)C=C1OCC=1C(=C(C=CC1)C1=C(C(=CC=C1)C1=CC=C(C=C1)OCC(OCC)OCC)C)C)CN1C[C@@H](CC1)O